1-(4-((6-amino-9H-purin-9-yl)methyl)-6-(3-fluoro-4-methoxyphenyl)pyridin-3-yl)-3-hydroxy-N-methylpiperidine-3-carboxamide NC1=C2N=CN(C2=NC=N1)CC1=C(C=NC(=C1)C1=CC(=C(C=C1)OC)F)N1CC(CCC1)(C(=O)NC)O